4-(2,4-difluorophenyl)-7-methyl-5,6,7,8-tetrahydropteridine FC1=C(C=CC(=C1)F)C1=NC=NC=2NC(CNC12)C